OCCS(=O)(=O)NC1=CC(=C(C(=O)NC=2C=CC3=C(N(C(=N3)C)S(=O)(=O)C)C2)C=C1)N1CCC2(CC2)CC1 4-((2-hydroxyethyl)sulfonamido)-N-(2-methyl-1-(methylsulfonyl)-1H-benzo[d]imidazol-6-yl)-2-(6-azaspiro[2.5]octan-6-yl)benzamide